N-({5-fluoro-6-[(1,3-thiazol-4-yl)methoxy]-2-indolyl}methyl)-3-methyl-1-azetidinecarboxamide FC=1C=C2C=C(NC2=CC1OCC=1N=CSC1)CNC(=O)N1CC(C1)C